O=C1NC(CCC1N1C(C2=CC=C(C=C2C1=O)NCCC1CCN(CC1)CCOC1=CC=C(C=C1)\C(=C(\CC)/C1=CC=CC=C1)\C1=CC=C(C=C1)O)=O)=O (Z)-2-(2,6-Dioxopiperidin-3-yl)-5-((2-(1-(2-(4-(1-(4-hydroxyphenyl)-2-phenylbut-1-en-1-yl)phenoxy)ethyl)piperidin-4-yl)ethyl)amino)isoindolin-1,3-dion